1-[4-(2-Chloro-4,5-difluorophenyl)piperidin-1-yl]-2-{3-[(2R,6S)-2,6-dimethylmorpholin-4-carbonyl]-5,6-dihydrocyclopenta[c]pyrazol-1(4H)-yl}ethan-1-on ClC1=C(C=C(C(=C1)F)F)C1CCN(CC1)C(CN1N=C(C2=C1CCC2)C(=O)N2C[C@H](O[C@H](C2)C)C)=O